C1(CC1)[C@H](C(C)(C)O)N1C(C2=C(C=CC=C2C1)C1=CC=C(C=C1)C=1C=NN(C1)C)=O (R)-2-(1-cyclopropyl-2-hydroxy-2-methylpropyl)-7-(4-(1-methyl-1H-pyrazol-4-yl)phenyl)isoindolin-1-one